(1S,2R)-1-((2R,3R,4S,6S)-3-acetamido-4,6-diacetoxy-6-(methoxycarbonyl)tetrahydro-2H-pyran-2-yl)propane-1,2,3-triyl triacetate C(C)(=O)O[C@H]([C@@H](COC(C)=O)OC(C)=O)[C@@H]1O[C@](C[C@@H]([C@H]1NC(C)=O)OC(C)=O)(C(=O)OC)OC(C)=O